CN(C/C=C/C(=O)N1CCOC2=C3C(=NC=NC3=CC=C21)NC2=CC=C(C=C2)OC2=NC=CC=C2)C (E)-4-(dimethylamino)-1-(10-((4-(pyridin-2-yloxy)phenyl)amino)-2,3-dihydro-4H-[1,4]oxazino[2,3-f]quinazolin-4-yl)but-2-en-1-one